tert-Butyl (S)-(2-((2-((cyclopentyloxy)methyl)-4-((trifluoromethyl)sulfonyl)-2,3,4,5-tetrahydro-1H-benzo[e][1,4]diazepin-1-yl)methyl)pyridin-4-yl)carbamate C1(CCCC1)OC[C@@H]1CN(CC2=C(N1CC1=NC=CC(=C1)NC(OC(C)(C)C)=O)C=CC=C2)S(=O)(=O)C(F)(F)F